N1SCC2=C1C=CC=C2 1,3-dihydro-2,1-benzothiazole